2-(4-{[(3R)-1-(2-hydroxyethyl)piperidin-3-yl]amino}-3-methyl[1,2]oxazolo[4,5-d]pyridazin-7-yl)-5-(trifluoromethyl)phenol OCCN1C[C@@H](CCC1)NC1=NN=C(C2=C1C(=NO2)C)C2=C(C=C(C=C2)C(F)(F)F)O